tert-butyl (E)-(4-((4-(2-((2-(2,6-dioxopiperidin-3-yl)-1,3-dioxoisoindolin-4-yl)oxy)acetamido)phenyl)diazenyl)benzyl)carbamate O=C1NC(CCC1N1C(C2=CC=CC(=C2C1=O)OCC(=O)NC1=CC=C(C=C1)/N=N/C1=CC=C(CNC(OC(C)(C)C)=O)C=C1)=O)=O